C(C)(=O)N1CCN(CC1)C1=CC=C(C=N1)C#N 6-(4-acetylpiperazin-1-yl)pyridine-3-carbonitrile